5-(3-chloroimidazo[1,2-b]pyridazin-6-yl)-N-(2,2,2-trifluoroethyl)-7H-pyrrolo[2,3-d]pyrimidin-2-amine ClC1=CN=C2N1N=C(C=C2)C2=CNC=1N=C(N=CC12)NCC(F)(F)F